5-(4,4-Dimethoxybutyl)-3-[(3-fluoro-2-methoxy-phenyl)carbamoyl]-2,4-dioxo-piperidine-1-carboxylic acid tert-butyl ester C(C)(C)(C)OC(=O)N1C(C(C(C(C1)CCCC(OC)OC)=O)C(NC1=C(C(=CC=C1)F)OC)=O)=O